Diethyl (Z)-(2-((4-(N-(3-bromo-4-fluorophenyl)-N'-hydroxycarbamimidoyl)-1,2,5-oxadiazol-3-yl)thio)ethyl)phosphonate BrC=1C=C(C=CC1F)N\C(=N/O)\C=1C(=NON1)SCCP(OCC)(OCC)=O